6-isopropoxy-9-ethyl-9H-carbazole C(C)(C)OC=1C=C2C=3C=CC=CC3N(C2=CC1)CC